ethyl 4-(3-chlorophenyl)-2,4-dioxobutyrate ClC=1C=C(C=CC1)C(CC(C(=O)OCC)=O)=O